OCCN1C=2C=3C=CN=C(CCCCC(C(NC2C=N1)=O)C)C3 3-(2-hydroxyethyl)-9-methyl-3,4,7,15-tetraazatricyclo[12.3.1.02,6]Octadeca-1(18),2(6),4,14,16-pentaen-8-one